C(CCC)C=CC1=CC=CC=C1 α-Butyl-styrol